FC(C=1C(=C(C=CC1)[C@@H](C)NC1=NC=NC=2C=C3C(=CC12)N1[C@@H](CO3)CNCC1)F)F (R)-N-((R)-1-(3-(difluoromethyl)-2-fluorophenyl)ethyl)-1,2,3,4,4a,5-hexahydropyrazino[1',2':4,5][1,4]oxazino[3,2-g]quinazolin-11-amine